FC1=C(CN2CCC(CC2)CCN)C=CC=C1 (1-(2-fluorobenzyl)piperidin-4-yl)ethylamine